FC(COC1=CC(=NC=C1)N1C(C(C2=CC(=CC=C12)C(=O)NC1(CCS(CC1)(=O)=O)C)(C)C)=O)(C)F 1-(4-(2,2-difluoropropoxy)pyridin-2-yl)-3,3-dimethyl-N-(4-methyl-1,1-dioxidotetrahydro-2H-thiopyran-4-yl)-2-oxoindoline-5-carboxamide